4-methyl-N-((1-methyl-1H-pyrazol-5-yl)methyl)-3-((4-methylphenyl)sulfonylamino)benzamide CC1=C(C=C(C(=O)NCC2=CC=NN2C)C=C1)NS(=O)(=O)C1=CC=C(C=C1)C